5-chloro-N-(2-chloro-4-nitrophenyl)-2-hydroxybenzamide compound with 2-aminoethanol NCCO.ClC=1C=CC(=C(C(=O)NC2=C(C=C(C=C2)[N+](=O)[O-])Cl)C1)O